heneicosane heptacosanoate C(CCCCCCCCCCCCCCCCCCCCCCCCCC)(=O)O.CCCCCCCCCCCCCCCCCCCCC